O=C1NC(CCC1C=1C=C(C(=NC1)F)CN1CCN(CC1)C1CCN(CC1)C=1C(=CC2=C(C(C=3NC4=CC(=CC=C4C3C2=O)C#N)(C)C)C1)CC)=O 8-(4-(4-((5-(2,6-dioxopiperidin-3-yl)-2-fluoropyridin-3-yl)methyl)piperazin-1-yl)piperidin-1-yl)-9-ethyl-6,6-dimethyl-11-oxo-6,11-dihydro-5H-benzo[b]carbazole-3-carbonitrile